O1C(C=CC2=CC=CC=C12)C=O chromeneformaldehyde